BrC1=CC=C(C=C1)C(CN=[N+]=[N-])N=[N+]=[N-] 1-bromo-4-(1,2-diazidoethyl)benzene